C(C=C)N1N(C2=NC(=NC=C2C1=O)NC1=CC=C(C=C1)C#N)C1=CC=CC(=N1)OC1CCN(CC1)C(=O)[O-] 4-{6-[2-allyl-6-(p-cyanophenylamino)-3-oxo-1,2-dihydro-3H-1,2,5,7-tetraazainden-1-yl]-2-pyridyloxy}-1-piperidinecarboxylate